N'-(3-chlorophenyl)-N,N-diethyl-6-(2,2,3,3-tetrafluoropropoxy)-1,3,5-triazine-2,4-diamine ClC=1C=C(C=CC1)NC1=NC(=NC(=N1)OCC(C(F)F)(F)F)N(CC)CC